ClC1=CC(=C(C=N1)C#CC=1C=NN2C1CN(CC2)C(=O)OC(C)(C)C)N2CCC(CC2)(C)CO tert-Butyl 3-((6-chloro-4-(4-(hydroxymethyl)-4-methylpiperidin-1-yl)pyridin-3-yl)ethynyl)-6,7-dihydropyrazolo[1,5-a]pyrazine-5(4H)-carboxylate